(R)-(8-ethynyl-3-hydroxynaphthalen-1-yl)(4-(3-hydroxy-3-methylpiperidin-1-yl)-2-((1-(morpholinomethyl)cyclopropyl)methoxy)-5,7-dihydro-6H-pyrrolo[3,4-d]pyrimidin-6-yl)methanone C(#C)C=1C=CC=C2C=C(C=C(C12)C(=O)N1CC=2N=C(N=C(C2C1)N1C[C@](CCC1)(C)O)OCC1(CC1)CN1CCOCC1)O